CC=CC(=O)N1C(CCC1)=O N-(methyl)acryl-2-pyrrolidone